5,7-dichloro-1,6-naphthyridin-4(1H)-one ClC1=C2C(C=CNC2=CC(=N1)Cl)=O